C(N)(SCCC[Si]12OCCN(CCO1)CCO2)=S (3-(2,8,9-trioxa-5-aza-1-silabicyclo[3.3.3]undec-1-yl) propyl) dithiocarbamate